FC1=CC=C(C(=C1[C@H]([C@@H](C=1OC(NN1)=O)NC(OC(C)(C)C)=O)C)C)C tert-butyl N-[(1S,2R)-2-(6-fluoro-2,3-dimethylphenyl)-1-(5-oxo-4H-1,3,4-oxadiazol-2-yl) propyl]carbamate